C(C(=C)C)(=O)OCCO[SiH3] (2-methacryloxyethoxy)silane